CC1=CC=CC=2N(C(=NC21)C2=CC=C(C=C2)[N+](=O)[O-])CC2=CC=CC=C2 methyl-2-(4-nitrophenyl)-1-benzyl-1H-benzo[d]Imidazole